2-((6-amino-5-bromopyridin-3-yl)oxy)-6-chloro-benzoic acid NC1=C(C=C(C=N1)OC1=C(C(=O)O)C(=CC=C1)Cl)Br